C[O-].C[O-].C[O-].CC1=C(C(=C(C1([Ti+3])C)C)C)C Pentamethylcyclopentadienyltitanium trimethoxide